NCC=1C=CC2=C(C1)C1(CCN(CC1)C(=O)C=1C=C(C=CC1)C1=CC(=CC=C1)B(O)O)CO2 3'-(5-(aminomethyl)-2H-spiro[benzofuran-3,4'-piperidine]-1'-ylcarbonyl)biphenyl-3-ylboronic acid